Tri-(1-hexyl)phosphine methyl-3-bromo-5-carbamoyl-2-methylbenzoate COC(C1=C(C(=CC(=C1)C(N)=O)Br)C)=O.C(CCCCC)P(CCCCCC)CCCCCC